4-(4-Chloro-2-fluorophenyl)-5-[4-[(3S)-1-(3-fluoropropyl)pyrrolidin-3-yl]oxyphenyl]-2,3-dihydro-1-benzothiepin-7-ol ClC1=CC(=C(C=C1)C=1CCSC2=C(C1C1=CC=C(C=C1)O[C@@H]1CN(CC1)CCCF)C=C(C=C2)O)F